alpha-bromo-gamma-valerolactone BrC1C(=O)OC(C1)C